C1(=CC=CC=C1)C(C)(C1=CC(=C(C=C1)O)C)C1=CC(=C(C=C1)O)C 4,4'-(1-phenyl-ethylidene)bis[2-methylphenol]